3-bromo-9-ethyl-6,6-dimethyl-8-(1-methylpiperidin-4-yl)-5,6-dihydro-11H-benzo[b]carbazole BrC1=CC=C2C=3CC4=C(C(C3NC2=C1)(C)C)C=C(C(=C4)CC)C4CCN(CC4)C